NC1=NC=CC(=N1)C=1C=C(C=CC1O)C1=C(C=C(C=C1)NC(=O)C=1C(N(C=C(C1)Br)C1=CC=C(C=C1)F)=O)F N-(3'-(2-aminopyrimidin-4-yl)-2-fluoro-4'-hydroxy-[1,1'-biphenyl]-4-yl)-5-Bromo-1-(4-fluorophenyl)-2-oxo-1,2-dihydropyridine-3-carboxamide